COC(=O)C1=CC2=C(N(C(=N2)NCC2=NC=C(C(=C2C)OC)C)CC=2OC=CC2)C=C1 1-(Furan-2-ylmethyl)-2-(((4-methoxy-3,5-dimethylpyridin-2-yl)methyl)amino)-1H-benzo[d]imidazole-5-carboxylic acid methyl ester